ClC=1C=C(C(=C(C1)O)C1=C2C(=C(N=N1)N[C@@H]1[C@@H](CCCC1)O)C=NC=C2)F 5-chloro-3-fluoro-2-[4-[[(1S,2R)-2-hydroxycyclohexyl]amino]pyrido[3,4-d]pyridazin-1-yl]phenol